3-(2-((4-(4-((1S,2R)-6-hydroxy-2-phenyl-1,2,3,4-tetrahydronaphthalen-1-yl)phenyl)piperazin-1-yl)methyl)phenyl)piperidine-2,6-dione OC=1C=C2CC[C@H]([C@H](C2=CC1)C1=CC=C(C=C1)N1CCN(CC1)CC1=C(C=CC=C1)C1C(NC(CC1)=O)=O)C1=CC=CC=C1